3-ethylsebacic acid C(C)C(CC(=O)O)CCCCCCC(=O)O